FC(C1=NC=CC(=N1)C12CC(C1)(C2)NC(OC(C)(C)C)=O)(F)F tert-butyl (3-(2-(trifluoromethyl)pyrimidin-4-yl)bicyclo[1.1.1]pentan-1-yl)carbamate